C12CNCC(CC1)N2C2=NC=1CCN(CC1C=C2)C(=O)O 2-(3,8-diazabicyclo[3.2.1]oct-8-yl)-7,8-dihydro-1,6-naphthyridine-6(5H)-carboxylic acid